4-methyl-3-oxo-3,4-dihydro-2H-benzo[b][1,4]oxazine-6-sulfonyl chloride CN1C2=C(OCC1=O)C=CC(=C2)S(=O)(=O)Cl